CC1(C[Pt]CC1(C)C)C 3,3,4,4-tetramethylplatinacyclopentane